COC1=CC=C(C=C1)C1=NOC(=N1)N1CCC(CC1)C(=O)NCC1CN(CC1)C[C@H]1N(CCC1)C 1-(3-(4-Methoxyphenyl)-1,2,4-oxadiazol-5-yl)-N-((1-(((S)-1-methylpyrrolidin-2-yl)methyl)pyrrolidin-3-yl)methyl)piperidin-4-carboxamid